NC1(C(CCCC1)=O)C1=CC(=CC=C1)C 2-amino-2-(3-methylphenyl)cyclohexanone